CNC(C1=NC=C(C=C1)N1[C@@H]2C[C@@H]2N(CC1)CC1=CN=C2C3=C(C(NC2=C1)=O)CCC3)=O cis-N-methyl-5-(5-((6-oxo-6,7,8,9-tetrahydro-5H-cyclopenta[c][1,5]naphthyridin-3-yl)methyl)-2,5-diazabicyclo[4.1.0]heptan-2-yl)picolinamide